BrC1=CC=C2C(=CC=C(C2=C1O)C=O)OC 7-bromo-8-hydroxy-4-methoxy-1-naphthaldehyde